acetyl-6,7-dimethoxy-2H-spiro[isoquinoline-1,4'-piperidin]-3(4H)-one C(C)(=O)N1CCC2(CC1)NC(CC1=CC(=C(C=C12)OC)OC)=O